CCCCCCC(CCCCCCCCCCC(=O)[O-])O.[Na+] Sodium Hydroxystearate